2-(((1R)-1-(3-cyano-2-(3,3-difluoro-4-methoxypiperidin-1-yl)-7-methyl-4-oxo-4H-pyrido[1,2-a]pyrimidin-9-yl)ethyl)amino)benzoic acid C(#N)C1=C(N=C2N(C1=O)C=C(C=C2[C@@H](C)NC2=C(C(=O)O)C=CC=C2)C)N2CC(C(CC2)OC)(F)F